CN1C=NC(=C1C(=O)O)C(=O)O 1-methyl-1H-imidazole-4,5-dicarboxylic acid